N,1-dimethyl-N'-[[5-(trifluoromethyl)-2-pyridyl]methyl]cyclopropanecarbohydrazide CN(NCC1=NC=C(C=C1)C(F)(F)F)C(=O)C1(CC1)C